N1(CCC1)C1=C2C=CN(C(C2=CN=C1)=O)CC=1N=C2N(C=C(C=C2)C)C1 5-(azetidin-1-yl)-2-({6-methylimidazo[1,2-a]pyridin-2-yl}methyl)-1,2-dihydro-2,7-naphthyridin-1-one